The molecule is an acyclic phosphorus acid anhydride obtained by condensation of two molecules of phosphoric acid. It has a role as an Escherichia coli metabolite. It is a phosphorus oxoacid and an acyclic phosphorus acid anhydride. It is a conjugate acid of a diphosphate(1-). OP(=O)(O)OP(=O)(O)O